CNNC1=NC=NC2=C1NC=N2 N6-methylaminoadenine